6-(3-amino-5-fluoro-6-(3-((3-methoxyazetidin-1-yl)methyl)-4-morpholinophenyl)pyrazin-2-yl)-7-fluoro-3,4-dihydroisoquinolin-1(2H)-one NC=1C(=NC(=C(N1)F)C1=CC(=C(C=C1)N1CCOCC1)CN1CC(C1)OC)C=1C=C2CCNC(C2=CC1F)=O